(2S,4R)-4-fluoro-N-[(S)-[6-fluoro-5-(propan-2-yl)pyridin-2-yl](3-{[(methylcarbamoyl)amino]methyl}phenyl)methyl]-1-[2-(1H-1,2,3-triazol-5-yl)acetyl]pyrrolidine-2-carboxamide F[C@@H]1C[C@H](N(C1)C(CC1=CN=NN1)=O)C(=O)N[C@@H](C1=CC(=CC=C1)CNC(NC)=O)C1=NC(=C(C=C1)C(C)C)F